ClC1=NC=C(C=N1)CC1=CC=C(C=C1)Cl 2-chloro-5-(4-chlorobenzyl)pyrimidine